BrC=1C=CC2=C(C=C(O2)C(=O)NC2=NC(=C(C(=C2C)C)O)C)C1 5-bromo-N-(5-hydroxy-3,4,6-trimethylpyridin-2-yl)benzofuran-2-carboxamide